3-(6,8-dihydro-5H-imidazo[2,1-c][1,4]oxazin-2-yl)-N-methyl-4-(((4-(trifluoromethyl)phenyl)methyl)amino)benzenesulfonamide N=1C(=CN2C1COCC2)C=2C=C(C=CC2NCC2=CC=C(C=C2)C(F)(F)F)S(=O)(=O)NC